[N+](=O)([O-])[O-].[Ca].[NH4+].[Mg] magnesium ammonium calcium nitrate